tert-butyl-1H-imidazole C(C)(C)(C)N1C=NC=C1